Ethyl (1R,2R,3aS,10aR)-8-fluoro-1-formyl-2-(tetrahydro-2H-pyran-2-yloxy)-2,3,3a,9,10,10a-hexahydro-1H-benzo[b]cyclopenta[f]oxepin-6-carboxylate FC1=CC(=CC=2O[C@@H]3[C@H](CCC21)[C@H]([C@@H](C3)OC3OCCCC3)C=O)C(=O)OCC